COC1=NC=CC(=C1)NCC(=O)NN 2-(2-methoxypyridin-4-ylamino)acethydrazide